NC=1C2=C(N=CN1)N(C1=C2C=2C(C(CC1)O)=C(ON2)C2CC2)C2C[C@@H]([C@@H](C2)O)O (1r,2s,4s)-4-(11-amino-3-cyclopropyl-4-hydroxy-5,6-dihydroisoxazolo[4'',3'':6',7']cyclohepta[1',2':4,5]pyrrolo[2,3-d]pyrimidin-7(4H)-yl)cyclopentane-1,2-diol